[Si](C)(C)(C(C)(C)C)OC1=CC=C2C=C(NC2=C1)B(O)O 6-(TERT-BUTYLDIMETHYLSILYLOXY)-1H-INDOL-2-YLBORONIC ACID